ClC1=CC=C(C=C1)C1C(N(CC(N1CC1=CC(=CC=C1)C)=O)C(C)C)=O 3-(4-chlorophenyl)-1-isopropyl-4-(3-methyl-benzyl)piperazine-2,5-dione